ClC1=CC=2C3=C(C(=NC2C(=C1C1=CC=C(C=C1)F)F)N1C(=NC=C1)C)N=CN3[C@@H]3C[C@H](N(CC3)C(\C=C\CN(C)C)=O)CC#N 2-((2S,4S)-4-(8-chloro-6-fluoro-7-(4-fluorophenyl)-4-(2-methyl-1H-imidazol-1-yl)-1H-imidazo[4,5-c]quinolin-1-yl)-1-((E)-4-(dimethylamino)-but-2-enoyl)piperidin-2-yl)acetonitrile